C(C)OC(=O)C=1N(C=CN1)C1CCCC1 1-cyclopentyl-1H-imidazole-2-carboxylic acid ethyl ester